N-(2-bromobenzyl)-N'-phenylurea BrC1=C(CNC(=O)NC2=CC=CC=C2)C=CC=C1